(S)-1-(4-(5-(4-(3-fluoro-5-(piperazin-1-yl)phenoxy)piperidine-1-carbonyl)-2-(pyrrolidin-3-yloxy)phenyl)piperidin-1-yl)-2-methylpropan-1-one dihydrochloride Cl.Cl.FC=1C=C(OC2CCN(CC2)C(=O)C=2C=CC(=C(C2)C2CCN(CC2)C(C(C)C)=O)O[C@@H]2CNCC2)C=C(C1)N1CCNCC1